(3-chloro-2,4-difluorophenyl)(5-fluoro-6-(trifluoromethyl)pyridin-3-yl)methylamine HCl Cl.ClC=1C(=C(C=CC1F)NCC=1C=NC(=C(C1)F)C(F)(F)F)F